FCI fluoro(iodo)methane